methyl-9H-pyrido[3,4-b]indole-3-carboxylic acid CC1=NC(=CC2=C1NC1=CC=CC=C21)C(=O)O